FC1=C(C=C(C=C1)OCCC)B(O)O 2-FLUORO-5-PROPOXYPHENYLBORONIC ACID